C(N)(=O)C=1C=CC(=C2C=C(NC12)I)N(C1CN(C1)C(=O)OC(C)(C)C)C tert-Butyl 3-((7-carbamoyl-2-iodo-1H-indol-4-yl)(methyl)amino)azetidine-1-carboxylate